N-ethylsulfonyl-2-nitrobenzamide C(C)S(=O)(=O)NC(C1=C(C=CC=C1)[N+](=O)[O-])=O